p-methyl-styrene isopropyl-(S)-2-((S)-2-(cyanomethoxy)-3-(1H-indol-3-yl)propanamido)-6-diazo-5-oxohexanoate C(C)(C)OC([C@H](CCC(C=[N+]=[N-])=O)NC([C@H](CC1=CNC2=CC=CC=C12)OCC#N)=O)=O.CC1=CC=C(C=C)C=C1